methyl 4-((1-(tert-butoxycarbonyl)-4-fluoropiperidin-4-yl) methyl amino)-6-chloropyridazine-3-carboxylate C(C)(C)(C)OC(=O)N1CCC(CC1)(F)CNC1=C(N=NC(=C1)Cl)C(=O)OC